ClC1=C2C(=NC(=C1)C1CC1)SC(=C2)C=O 4-chloro-6-cyclopropylthieno[2,3-b]pyridine-2-carbaldehyde